ClC1=C(C=CC=C1)CC(=O)NC1=CC(=C2C=NN(C2=C1)C(F)F)S(N)(=O)=O 2-(2-chlorophenyl)-N-(1-(difluoromethyl)-4-sulfamoyl-1H-indazol-6-yl)acetamide